C1CC12CN[C@@H](C2)C2=NC(=NO2)C=2C=CC(=C(C2)NC(=O)C2=CN=C1N2C=CC(=C1)C=1N=CSC1)C N-[5-[5-[(6S)-5-azaspiro[2.4]heptan-6-yl]-1,2,4-oxadiazol-3-yl]-2-methyl-phenyl]-7-thiazol-4-yl-imidazo[1,2-a]pyridine-3-carboxamide